4-(benzo[d][1,3]dioxol-5-yl(4-methoxyphenyl)amino)piperidine-1-carboxylate O1COC2=C1C=CC(=C2)N(C2CCN(CC2)C(=O)[O-])C2=CC=C(C=C2)OC